((1R)-1-(3-((1-naphthamido)methyl)-5-benzyl-4,5-dihydroisoxazole-5-carboxamido)-3-methylbutyl)boron C1(=CC=CC2=CC=CC=C12)C(=O)NCC1=NOC(C1)(C(=O)N[C@@H](CC(C)C)[B])CC1=CC=CC=C1